O=C1NC(CCC1N1CC2=CC=C(C=C2C1=O)C1CCN(CC1)C1CC(C1)C(=O)O)=O 3-[4-[2-(2,6-dioxo-3-piperidyl)-3-oxo-isoindolin-5-yl]-1-piperidyl]cyclobutanecarboxylic acid